(4aS,7aR)-4a-({[7-(8-ethynyl-7-fluoro-3-hydroxynaphthalen-1-yl)-8-fluoro-4-(1,4-oxazepan-4-yl)pyrido[4,3-d]pyrimidin-2-yl]oxy}meth-yl)-octahydro-1H-cyclopenta[b]pyridin C(#C)C=1C(=CC=C2C=C(C=C(C12)C1=C(C=2N=C(N=C(C2C=N1)N1CCOCCC1)OC[C@]12[C@H](NCCC1)CCC2)F)O)F